ClC1=C(C=CC=C1C1=C(C(=NC=C1)C1=CC(=CC(=C1)OC)CNC[C@H](C)O)Cl)C1=CC=C(C(=N1)OC)CNC[C@@H](C)O (R)-1-(((6-(2-chloro-3-(3-chloro-2-(3-((((S)-2-hydroxypropyl)amino)methyl)-5-methoxyphenyl)pyridin-4-yl)phenyl)-2-methoxypyridin-3-yl)methyl)amino)propan-2-ol